(cis)-3-((4-chlorophthalazin-1-yl)amino)-1-methylcyclobutane-1-ol ClC1=NN=C(C2=CC=CC=C12)NC1CC(C1)(O)C